(3R,4R,5R)-3,4-bis(benzyloxy)-5-((benzyloxy)methyl)-tetrahydrofuran-2-ol C(C1=CC=CC=C1)O[C@H]1C(O[C@@H]([C@H]1OCC1=CC=CC=C1)COCC1=CC=CC=C1)O